C1=CC=C(C=2OC3=C(C21)C=CC=C3)C3=CC=C(C=C3)NC3=CC=C(C=C3)C3=CC=CC=C3 N-(4-(dibenzo[b,d]furan-4-yl)phenyl)-[1,1'-biphenyl]-4-amine